2-amino-5-bromo-4-methoxy-1-(prop-2-yn-1-yl)pyridin-1-ium bromide [Br-].NC1=[N+](C=C(C(=C1)OC)Br)CC#C